(4-tert-butylbenzoylamino)-5-nitrobenzofuran-2-carboxylic acid C(C)(C)(C)C1=CC=C(C(=O)NC2=C(OC3=C2C=C(C=C3)[N+](=O)[O-])C(=O)O)C=C1